C1(CC1)OC[C@@H](C(=O)O)NC(=O)OCC1C2=CC=CC=C2C=2C=CC=CC12 (2S)-3-cyclopropyloxy-2-(9H-fluoren-9-ylmethoxycarbonyl-amino)propionic acid